BrC1=CC=CC(=N1)C=O 6-bromopicolinaldehyde